Isoquino[2,1-c][1,3,2]benzodiazaphosphorine C1=CC=CC=2C1=C1N(PN2)C=CC2=CC=CC=C21